ClC1=C(C(=NC(=C1)C)N)I 4-chloro-3-iodo-6-methylpyridin-2-amine